methyl-heptenone (methyl acetoacetate) CCC(CC(=O)O)=O.CCC(C=CCCC)=O